C(C)(C)N1N=C(C2=C1C=1N(N=C2)C=C(C1)C1=CC=NC=C1)NC1CCC(CC1)NC(OC)=O methyl (4-((1-isopropyl-8-(pyridin-4-yl)-1H-pyrazolo[3,4-d]pyrrolo[1,2-b]pyridazin-3-yl)amino)cyclohexyl)carbamate